(2R,4R)-1-tert-butyl 2-methyl-4-hydroxypyrrolidine-1,2-dicarboxylate C[C@]1(N(C[C@@H](C1)O)C(=O)OC(C)(C)C)C(=O)[O-]